trans-N-(4-((5-chloropyridin-3-yl)oxy)cyclohexyl)-4-(4-chlorophenoxy)-2,2-dimethylbutyramide ClC=1C=C(C=NC1)O[C@@H]1CC[C@H](CC1)NC(C(CCOC1=CC=C(C=C1)Cl)(C)C)=O